N-(4-chloro-3-{6-oxo-4-[2-(trifluoromethyl)thiazol-5-yl]-1,6-dihydropyrimidin-2-yl}benzyl)isobutyramide ClC1=C(C=C(CNC(C(C)C)=O)C=C1)C=1NC(C=C(N1)C1=CN=C(S1)C(F)(F)F)=O